2-n-propyl-tetrahydropyran C(CC)C1OCCCC1